C[C@H]1O[C@@H]1C1=CC=CC=C1 (2R,3R)-2-methyl-3-phenyloxirane